The molecule is a furofuran that consists of hydroxymethylphosphonic acid where the alcoholic OH group is carrying a ({4-[(2S,3R)-2-({[(3R,3aS,6aR)-hexahydrofuro[2,3-b]furan-3-yloxy]carbonyl}amino)-3-hydroxy-4-[(4-methoxyphenyl)sulfonyl](2-methylpropyl)amino}butyl]phenyl group. It is a furofuran, a carbamate ester and a sulfonamide. It derives from a phosphonic acid. CC(C)CN(C[C@H]([C@H](CC1=CC=C(C=C1)OCP(=O)(O)O)NC(=O)O[C@H]2CO[C@@H]3[C@H]2CCO3)O)S(=O)(=O)C4=CC=C(C=C4)OC